1-(2,5-dimethoxy-3,4-dimethylphenyl)propan-2-amine COC1=C(C=C(C(=C1C)C)OC)CC(C)N